9-[4-(9-phenyl-9H-carbazol-3-yl)-phenyl]phenanthrene C1(=CC=CC=C1)N1C2=CC=CC=C2C=2C=C(C=CC12)C1=CC=C(C=C1)C=1C2=CC=CC=C2C=2C=CC=CC2C1